S1C=CC=2C1=NC=CC2C=2C=C(SC2)C(CCC(=O)O)=O 4-(4-(thieno[2,3-b]pyridin-4-yl)thiophen-2-yl)-4-oxobutanoic acid